FC=1C(=C(C(=C(C1)CC#N)F)F)F tetrafluorobenzeneacetonitrile